6-methoxy-4-oxo-N-(pyridin-3-yl)-4H-chromene-2-carboxamide COC=1C=C2C(C=C(OC2=CC1)C(=O)NC=1C=NC=CC1)=O